ethyl fluoroethanoate (propionate) C(CC)(=O)O.FCC(=O)OCC